5-[3-(3-methyl-thiophen-2-yl)-1,2,4-oxadiazol-5-yl]-1-(propan-2-yl)-1H-1,2,3-benzotriazole CC1=C(SC=C1)C1=NOC(=N1)C1=CC2=C(N(N=N2)C(C)C)C=C1